1,4,6,7,12,12b-hexahydro-indolo[2,3-a]quinolizine-3-carboxylic acid ethyl ester C(C)OC(=O)C=1CN2CCC3=C(C2CC1)NC1=CC=CC=C13